C(CCC)C1N(S(C2=C(N(C1)C1=CC=CC=C1)C=C(C(=C2)OCC(C(=O)OCC)(F)F)SC)(=O)=O)C ethyl 3-((3-butyl-2-methyl-7-(methylthio)-1,1-dioxido-5-phenyl-2,3,4,5-tetrahydro-1,2,5-benzothiadiazepin-8-yl)oxy)-2,2-difluoropropanoate